Benzyl 4-((3-(2-((tert-butoxycarbonyl)amino)ethoxy)phenyl)(phenyl)methylene)piperidine-1-carboxylate C(C)(C)(C)OC(=O)NCCOC=1C=C(C=CC1)C(=C1CCN(CC1)C(=O)OCC1=CC=CC=C1)C1=CC=CC=C1